ClC1=C(C=CC(=C1)F)[C@H]1C(=C(NC(=N1)C=1SC=CN1)C12C3C4C5(C(C14)C2C53)C=5OC=C(N5)C(=O)OC)C(=O)OC |o1:8| methyl 2-((1R,2R,3R,8S)-4-((R*)-6-(2-chloro-4-fluorophenyl)-5-(methoxycarbonyl)-2-(thiazol-2-yl)-3,6-dihydropyrimidin-4-yl)cuban-1-yl)oxazole-4-carboxylate